ClC1=CC=C(C=C1)NNC(CCC(NC=1C=C(C=CC1)C)=C1C(NCC1=O)=O)=O N'-(4-chlorophenyl)-4-(2,4-dioxopyrrolidin-3-ylidene)-4-((m-tolyl)amino)butyryl-hydrazine